2-[(4-chlorophenyl)methyl]-5-[[3-(difluoromethyl)phenyl]methyl]-1-methyl-6,7-dihydro-4H-pyrazolo[4,3-c]pyridin-3-one ClC1=CC=C(C=C1)CN1N(C2=C(CN(CC2)CC2=CC(=CC=C2)C(F)F)C1=O)C